FC(CCS)(C(C(C(F)(F)F)(F)F)(F)F)F 3,3,4,4,5,5,6,6,6-Nonafluorohexan-1-thiol